N-((6-(3-Amino-3-methylpyrrolidin-1-yl)pyridin-2-yl)sulfonyl)-1-(2-cyclohexyl-5-methylphenoxy)cyclopropanecarboxamide NC1(CN(CC1)C1=CC=CC(=N1)S(=O)(=O)NC(=O)C1(CC1)OC1=C(C=CC(=C1)C)C1CCCCC1)C